4-(difluoromethoxy)-3-fluoro-N-(pyrazolo[1,5-a]pyrazin-3-ylmethyl)benzamide FC(OC1=C(C=C(C(=O)NCC=2C=NN3C2C=NC=C3)C=C1)F)F